O1CCC(=CC1)C1=CC=C(C=2NC(=NC21)NC(=O)C2CC2)OC N-[4-(3,6-dihydro-2H-pyran-4-yl)-7-methoxy-1H-1,3-benzodiazol-2-yl]cyclopropanecarboxamide